isoamyllactate C(CC(C)C)OC(C(O)C)=O